ClC=1C=CC2=C(C(=CO2)CC(=O)O)C1.C(C)OC1=CC=C(C(=O)NC2=CC=NC=C2)C=C1 4-ethoxy-N-(pyridin-4-yl)benzamide 5-Chlorobenzofuran-3-yl-acetate